C(C)(C)(C)OC(=O)N1CCC(CC1)(CC=1C=NC=CC1)N 4-amino-4-(pyridin-3-ylmethyl)piperidine-1-carboxylic acid tert-butyl ester